C[SiH](C)[Hf](C1(C=CC=C1)CCCC)C1(C=CC=C1)CCCC dimethylsilyl-bis(n-butyl-cyclopentadienyl)hafnium